C1(CCCC1)NC1=CC(=C2C(NC(=NC2=C1)CSC1CCC(CC1)C(=O)O)=O)F 4-(((7-(cyclopentylamino)-5-fluoro-4-oxo-3,4-dihydroquinazolin-2-yl)methyl)thio)cyclohexane-1-carboxylic acid